alpha-hydroxyarachic acid OC(C(=O)O)CCCCCCCCCCCCCCCCCC